N-[3-[3-(4-chlorophenyl)-1,2,4-oxadiazol-5-yl]-1-bicyclo[1.1.1]pentanyl]-6-(1-methyl-1-methylsulfonyl-propyl)pyridine-2-carboxamide ClC1=CC=C(C=C1)C1=NOC(=N1)C12CC(C1)(C2)NC(=O)C2=NC(=CC=C2)C(CC)(S(=O)(=O)C)C